N,N-dimethyl-propenamide CN(C(C=C)=O)C